C1(CC1)CN1C(=C(C=2C1=C(C(N(N2)C2=CC1=CN(N=C1C=C2)C)=O)C=2C=NC(=CC2)C2CC2)C#N)C 5-(cyclopropylmethyl)-4-(6-cyclopropylpyridin-3-yl)-6-methyl-2-(2-methyl-2H-indazol-5-yl)-3-oxo-2H,3H,5H-pyrrolopyridazine-7-carbonitrile